NC1=NC2=CC=C(C=C2C=C1C)C(=O)N(CC1=NC=C(C=C1)C(F)(F)F)[C@@H]1CCC=2C=NNC2C1 2-amino-3-methyl-N-((6R)-4,5,6,7-tetrahydro-1H-indazol-6-yl)-N-((5-(trifluoromethyl)-2-pyridinyl)methyl)-6-quinolinecarboxamide